methanedithioic acid anion C(=S)[S-]